6-(3-(4-(hydroxymethyl)-3-nitrobenzyl)ureido)hexanamide hydrochloride Cl.OCC1=C(C=C(CNC(NCCCCCC(=O)N)=O)C=C1)[N+](=O)[O-]